1-(6-Bromoquinazolin-4-yl)-3-((2-(trimethylsilyl)ethoxy)methyl)dihydropyrimidine-2,4(1H,3H)-dione BrC=1C=C2C(=NC=NC2=CC1)N1C(N(C(CC1)=O)COCC[Si](C)(C)C)=O